benzyl (2-(1-benzyl-3-(3-neopentyl-4-oxo-3,4-dihydroquinazolin-2-yl)piperidin-2-yl)ethyl)carbamate C(C1=CC=CC=C1)N1C(C(CCC1)C1=NC2=CC=CC=C2C(N1CC(C)(C)C)=O)CCNC(OCC1=CC=CC=C1)=O